1-(6-chloropyridin-2-yl)piperidin-4-amine ClC1=CC=CC(=N1)N1CCC(CC1)N